2-methoxy-4-amino-phenylamide COC1=C(C=CC(=C1)N)[NH-]